C(C1=CC=CC=C1)C1CCN(CC1)CC1=NN=C(N1)Br 4-benzyl-1-((5-bromo-4H-1,2,4-triazol-3-yl)methyl)piperidine